3-fluoro-6-methyl-2-(trimethylstannanyl)pyridine FC=1C(=NC(=CC1)C)[Sn](C)(C)C